4-[3-chloro-6-fluoro-2-[2-[4-(1-methylpyrazol-3-yl)phenyl]ethyl]phenyl]-5-hydroxy-2,6-dimethyl-pyridazin-3-one ClC=1C(=C(C(=CC1)F)C=1C(N(N=C(C1O)C)C)=O)CCC1=CC=C(C=C1)C1=NN(C=C1)C